5-(4-fluorophenyl)-3-(3,4,5-trimethoxyphenyl)pyridin-2-amine FC1=CC=C(C=C1)C=1C=C(C(=NC1)N)C1=CC(=C(C(=C1)OC)OC)OC